VINYL-THIANTHRENIUM C(=C)C1=CC=CC=2[SH+]C3=CC=CC=C3SC12